N-(1,3,4-thiadiazol-2-yl)propionamide S1C(=NN=C1)NC(CC)=O